C12(CC3CC(CC(C1)C3)C2)NCC=2N=C(SC2)CSC2=C3CN(C(C3=C(C=C2)F)=O)C2C(NC(CC2)=O)=O 3-(4-(((4-(((adamantan-1-yl)amino)methyl)thiazol-2-yl)methyl)thio)-7-fluoro-1-oxoisoindolin-2-yl)piperidine-2,6-dione